ethylaluminum diacetate C(C)(=O)[O-].C(C)(=O)[O-].C(C)[Al+2]